NCCN(C(O)=O)C (2-aminoethyl)methylcarbamic acid